CC(C1=CC(=CC(=C1)OC)OC)(OC(=O)N1CCN(CC1)C(=O)OC(C1=CC(=CC(=C1)OC)OC)(C)C)C N,N'-bis[(α,α-dimethyl-3,5-dimethoxybenzyloxy)carbonyl]piperazine